4-(difluoromethoxy)-2-methylphenol FC(OC1=CC(=C(C=C1)O)C)F